CC(=C)C1=C(C=CC=C1C)C alpha-methyl-2,6-dimethylstyrene